benzo[e]indol-4-one C1=CN=C2C(C=C3C(=C12)C=CC=C3)=O